O1[C@H](COCC1)C(N1C[C@@H]2[C@H](C1)CC(C2)NC2=CC=C(N=N2)C=2C=C(C(=O)NC)C=C(C2)F)([2H])[2H] 3-(6-(((3aR,5s,6aS)-2-(((S)-1,4-dioxan-2-yl)methyl-d2)octahydrocyclopenta[c]pyrrol-5-yl)amino)pyridazin-3-yl)-5-fluoro-N-methylbenzamide